1-amino-4-methylpiperidine NN1CCC(CC1)C